P(=O)(O)(O)OCC[C@H](N)C(=O)O O-Phospho-L-Homoserin